N(=[N+]=[N-])CCN(C=1C=2N=CN([C@H]3C[C@H](O)[C@@H](CO)O3)C2N=CN1)C(C)=O N6-(2-azidoethyl)-N6-acetyl-2'-deoxyadenosine